2-isothiocyanatoethylbenzene N(=C=S)CCC1=CC=CC=C1